C(CCC)[Sn](OC(CCCCCCCCCCC)=O)(OC(CCCCCCCCCCC)=O)CCCC dibutyl-[bis(dodecanoyloxy)]stannane